COC1=C(C=CC=C1C(F)(F)F)C=1N=C2N(C(C1)=O)C=C(C=C2)N2CCNCC2 2-[2-methoxy-3-(trifluoromethyl)phenyl]-7-(piperazin-1-yl)-4H-pyrido[1,2-a]pyrimidin-4-one